ClC1=C(C=C2CCCOC2=C1)CN1OCC(C1=O)(C)C 2-[(7-chlorochroman-6-yl)methyl]-4,4-dimethyl-isoxazolidin-3-one